ethyl N-(t-butoxycarbonyl)-D-pyroglutamate C(C)(C)(C)OC(=O)N1[C@H](CCC1=O)C(=O)OCC